1-Methyl-5-oxopyrrolidin-3-yl(8-amino-7-fluoro-6-(4-methyl-5,6,7,8-tetrahydro-1,5-naphthyridin-3-yl)isoquinolin-3-yl)carbamate CN1CC(CC1=O)N(C([O-])=O)C=1N=CC2=C(C(=C(C=C2C1)C=1C=NC=2CCCNC2C1C)F)N